3-meth-ylbutanoic acid CC(CC(=O)O)C